C(C1=CC=CC=C1)N1N=C(N=C1)C(=O)NC1C(N(C=2N(CC1)N=C(C2)C(C)(F)F)C)=O 1-Benzyl-N-[2-(1,1-difluoroethyl)-4-methyl-5-oxo-7,8-dihydro-6H-pyrazolo[1,5-a][1,3]diazepin-6-yl]-1,2,4-triazol-3-carboxamid